C1(CC1)C1CC2(NC(C1)C2)C(=O)O cis-3-cyclopropyl-6-azabicyclo[3.1.1]heptane-1-carboxylic acid